N1(N=CN=C1)CCNC1=NC(=CC=C1)NCC1CCC(CC1)(F)F N2-(2-(1H-1,2,4-triazol-1-yl)ethyl)-N6-((4,4-difluorocyclohexyl)methyl)pyridine-2,6-diamine